N1CC(C1)CC1=CC(=C2C=NN(C2=C1)C)C1=C(C=C(C=C1)F)C(=O)N1[C@@H](COCC1)C 6-[(Azetidin-3-yl)methyl]-4-{4-fluoro-2-[(3R)-3-methylmorpholine-4-carbonyl]phenyl}-1-methyl-1H-indazole